calcium cyclohexanedicarboxylate salt C1(CCCCC1)(C(=O)[O-])C(=O)[O-].[Ca+2]